ClC1=NC=CC(=N1)CC(=O)OC Methyl 2-(2-chloropyrimidin-4-yl)acetate